methyl 2-azaspiro[3.3]heptan-6-carboxylate C1NCC12CC(C2)C(=O)OC